CNCC1=CC=C(C=C1)C1=CC=CC=C1 N-methyl-1-(4-phenylphenyl)methanamine